C(C1=CC=CC=C1)N1C(CN(CC1)C(=O)OC(C)(C)C)C(C)O tert-Butyl 4-benzyl-3-(1-hydroxyethyl)piperazine-1-carboxylate